OC1(CCC(CC1)C1N=C2C=C(C(=CC2=C1)NC(=O)C1=NC(=CC=C1)C(F)(F)F)OC)COCC1CCN(CC1)C(=O)OCC1=CC=CC=C1 benzyl 4-((((1S,4S)-1-hydroxy-4-(6-methoxy-5-(6-(trifluoromethyl)pyridinecarboxamido)-2H-indol-2-yl)cyclohexyl)methoxy)methyl)piperidine-1-carboxylate